(+-)-trans-N-[8-amino-7-cyano-6-(4-methyl-3-pyridyl)-3-isoquinolinyl]-2-cyano-cyclopropanecarboxamide NC=1C(=C(C=C2C=C(N=CC12)NC(=O)[C@H]1[C@@H](C1)C#N)C=1C=NC=CC1C)C#N |r|